C(C)(C)C1=C(C=CC=C1)C1=NC=C2NC(N(C2=N1)CC1=CC=C(C=C1)C=1N(C(=CN1)C(F)(F)F)C)=O 2-(2-isopropylphenyl)-9-(4-(1-methyl-5-(trifluoromethyl)-1H-imidazol-2-yl)benzyl)-7,9-dihydro-8H-purin-8-one